C(C)(C)(C)OC(=O)NC1=NC=C(C=N1)C=1SC=C(N1)C(=O)N[C@@H](CO)C(=O)OC Methyl (2-(2-((tert-butoxycarbonyl)amino)pyrimidin-5-yl)thiazole-4-carbonyl)serinate